NC1=NC(=CC=C1/N=N/C1=C(C=CC=C1)OC(=O)N1CCOCC1)NC(CNC(=O)OC(C)(C)C)=O.CN1C(C2=C(C=C1)C(=C(N2)CCN)CCN)=O 6-methyl-7-oxo-6,7-dihydro-1H-pyrrolo[2,3-c]pyridineDiethylamine (E)-2-((2-amino-6-(2-((tert-butoxycarbonyl)amino)acetamido)pyridin-3-yl)diazenyl)phenyl-morpholine-4-carboxylate